(E)-3,7-dimethylocta-2,6-dien-1-ylacetate C\C(=C/CCC(=O)[O-])\CCC=C(C)C